Trans-2,2-dichloro-N-(4-chloro-3-(2-methyl-2-(m-tolyl)hydrazine-1-carbonyl)phenyl)-3-(3,5-dichlorophenyl)cyclopropane-1-carboxamide ClC1([C@H]([C@@H]1C1=CC(=CC(=C1)Cl)Cl)C(=O)NC1=CC(=C(C=C1)Cl)C(=O)NN(C=1C=C(C=CC1)C)C)Cl